CC=1N=NN(N1)[C@H](C1CCNCC1)C1=CC=CC=C1 4-((R)-(5-Methyl-2H-tetrazol-2-yl)(phenyl)methyl)piperidin